FC1=CC(=C(C2=C1OC(CO2)C=2C=NC(=CC2)OC)C)CN2C=NC=1C2=NC=C(C1)I 3-((8-fluoro-2-(6-methoxypyridin-3-yl)-5-methyl-2,3-dihydrobenzo[b][1,4]dioxin-6-yl)methyl)-6-iodo-3H-imidazo[4,5-b]pyridine